C[C@H]1N(C=2C(=NC=CC2C=2C1=NSN2)NC2=CC(=NC=C2C(CC([2H])([2H])[2H])=O)NC(=O)C2CC2)C |r| (R/S)-N-(4-((4,5-dimethyl-4,5-dihydro-[1,2,5]thiadiazolo[3,4-c][1,7]naphthyridin-6-yl)amino)-5-(propanoyl-3,3,3-d3)pyridin-2-yl)cyclopropanecarboxamide